(Z)-4-[[4-[[4-(2-cyanoethenyl)-2,6-dimethylphenyl]-amino]-2-pyrimidinyl]-amino]-benzonitrile C(#N)\C=C/C1=CC(=C(C(=C1)C)NC1=NC(=NC=C1)NC1=CC=C(C#N)C=C1)C